FC(CC1=NSC(=N1)NC(=O)C1=C(SC(=C1)C1=CC(=CC=C1)OC(F)(F)F)C)(C)F N-(3-(2,2-difluoropropyl)-1,2,4-thiadiazol-5-yl)-2-methyl-5-(3-(trifluoromethoxy)phenyl)thiophene-3-carboxamide